NC1=C(C=C(C=N1)NC(C(=O)N1[C@H](C[C@H]([C@@H](C1)C)OC(C)C)C1=CC=CC=C1)=O)C |o1:12,14,15| Rel-N-(6-amino-5-methyl-3-pyridyl)-2-[(2R,4R,5R)-4-Isopropoxy-5-methyl-2-phenyl-1-piperidyl]-2-oxo-acetamide